mercaptomethionine SN[C@@H](CCSC)C(=O)O